4-Amino-5-(2-(pyridin-3-yl)ethyl)-2,4-dihydro-3H-1,2,4-triazol-3-thion NN1C(NN=C1CCC=1C=NC=CC1)=S